6,9-difluoro-17-[(2-furanylcarbonyl)oxy]-11-hydroxy-16-methyl-3-oxo-androsta-1,4-diene FC1C[C@H]2[C@@H]3CC(C([C@@]3(C)CC([C@@]2([C@]2(C=CC(C=C12)=O)C)F)O)OC(=O)C=1OC=CC1)C